BrC1=CC(=C(C(=C1)S)CO)F (4-bromo-2-fluoro-6-mercaptophenyl)methanol